(5-((4-chlorophenoxy)methyl)-1,3,4-thiadiazol-2-yl)-1-(2-methoxyphenyl)-1H-imidazole-5-carboxamide ClC1=CC=C(OCC2=NN=C(S2)C=2N(C(=CN2)C(=O)N)C2=C(C=CC=C2)OC)C=C1